2-(morpholin-4-yl) propylene methyl 2-chloro-5-oxo-6,7-dihydro-5H-cyclopenta[b]pyridine-3-carboxylate ClC1=C(C=C2C(=N1)CCC2=O)C(=O)OC.N2(CCOCC2)C(=C)C